2-(3-methoxy-4-(1H-pyrazol-4-yl)phenyl)-8-(4-(piperazin-1-yl)benzoyl)-2,8-diazaspiro[4.5]decan-1-one HCl Cl.COC=1C=C(C=CC1C=1C=NNC1)N1C(C2(CC1)CCN(CC2)C(C2=CC=C(C=C2)N2CCNCC2)=O)=O